(3E)-6-(pentyloxymethoxy)-3-hexenylmagnesium iodide C(CCCC)OCOCC/C=C/CC[Mg]I